3-(6-fluoro-1-oxo-7-(trifluoromethyl)isoindolin-2-yl)piperidine-2,6-dione FC1=CC=C2CN(C(C2=C1C(F)(F)F)=O)C1C(NC(CC1)=O)=O